(2R,4S)-1-[(2R)-2-[4-[amino(tetrahydrofuran-2-yl)methyl]triazol-1-yl]-3,3-dimethyl-butanoyl]-4-hydroxy-N-methyl-pyrrolidine-2-carboxamide NC(C=1N=NN(C1)[C@@H](C(=O)N1[C@H](C[C@@H](C1)O)C(=O)NC)C(C)(C)C)C1OCCC1